BrC1=CC(=NC=C1)NCC1=CC=C(C=C1)S(=O)(=O)C 4-Bromo-N-(4-(methylsulfonyl)benzyl)pyridin-2-amine